(ethylcyclopentadienyl)(1,5-hexadiene) iridium [Ir].C(C)C1(C=CC=C1)C=CCCC=C